5-((5-((R)-3-(4-amino-3-(4-phenoxyphenyl)-1H-pyrazolo[3,4-d]pyrimidin-1-yl)piperidin-1-yl)-5-oxopentyl)sulfanyl)-2-(2,6-dioxopiperidin-3-yl)-4-fluoroisoindoline-1,3-dione NC1=C2C(=NC=N1)N(N=C2C2=CC=C(C=C2)OC2=CC=CC=C2)[C@H]2CN(CCC2)C(CCCCSC=2C(=C1C(N(C(C1=CC2)=O)C2C(NC(CC2)=O)=O)=O)F)=O